C1(=CC=CC=C1)N1C(=NC2=C1C=CC=C2)C2=CC=C(C=C2)C2=CC=C(C=C2)C2=NC1=C(N2C2=CC=CC=C2)C=CC=C1 4,4'-bis(1-phenyl-1H-benzo[d]imidazole-2-yl)-1,1'-biphenyl